3-((3,3-Dibutyl-7-bromo-1,1-dioxo-5-phenyl-2,3,4,5-tetrahydro-1,5-benzothiazepin-8-yl)oxy)propanoic acid ethyl ester C(C)OC(CCOC1=CC2=C(N(CC(CS2(=O)=O)(CCCC)CCCC)C2=CC=CC=C2)C=C1Br)=O